(2S)-2-(5,6-dimethylpyridin-3-yl)-1-methylpyrrolidin-1-ium acetate C(C)(=O)[O-].CC=1C=C(C=NC1C)[C@H]1[NH+](CCC1)C